CN[C@@H](CO)C(=O)O Methylserin